C1(=CC=C(C=C1)N1C2=CC=CC=C2C=2C=CC=CC12)C1=CC=CC=C1 9-(4-biphenylyl)carbazol